CC1=C(C=C(C=C1)NC(=O)N1C2CCCC1CC2)C=2OC=C(N2)C N-[4-methyl-3-(4-methyl-2-oxazolyl)phenyl]-8-azabicyclo[3.2.1]octane-8-carboxamide